The molecule is a glycosyloxyflavone that is kaempferol attached to a beta-D-galactopyranosyl moiety at position 7 via a glycosidic linkage. It has a role as a metabolite. It is a beta-D-galactoside, a monosaccharide derivative, a trihydroxyflavone, a glycosyloxyflavone and a member of flavonols. It derives from a kaempferol. C1=CC(=CC=C1C2=C(C(=O)C3=C(C=C(C=C3O2)O[C@H]4[C@@H]([C@H]([C@H]([C@H](O4)CO)O)O)O)O)O)O